2-(6-{1-[(tert-Butyloxy)carbonyl]piperidin-3-yl}-1-methyl-1H-indazol-4-yl)-5-fluorobenzoic acid C(C)(C)(C)OC(=O)N1CC(CCC1)C1=CC(=C2C=NN(C2=C1)C)C1=C(C(=O)O)C=C(C=C1)F